C(C)(C)(C)OC(=O)NC=1C=NC(=NC1)C=1C=NN(C1NC(O[C@H](C)C1=C(C=CC=C1)F)=O)C (R)-1-(2-fluorophenyl)ethyl (4-(5-((tert-butoxycarbonyl)amino)pyrimidin-2-yl)-1-methyl-1H-pyrazol-5-yl)carbamate